O=C1N(C=CC(N1)=O)CC(=O)N 2-(2,4-Dioxopyrimidin-1-yl)acetamide